7-Benzyl-5-methyl-2,5-dihydro-4H-pyrrolo[3,4-c]pyridin-4-one C(C1=CC=CC=C1)C=1C=2C(C(N(C1)C)=O)=CNC2